Iridium (III) bis(phenylmethyl)pyridine C1(=CC=CC=C1)CC=1C(=NC=CC1)CC1=CC=CC=C1.[Ir+3]